3-[5-(3-chloropropyl)-3-methyl-2-oxo-benzimidazol-1-yl]piperidine-2,6-dione ClCCCC1=CC2=C(N(C(N2C)=O)C2C(NC(CC2)=O)=O)C=C1